Tert-butyl ((S)-(4,4-difluorocyclohexyl)(5-((S)-2-methoxy-1-((S)-2-oxo-4-(trifluoromethyl)imidazolidin-1-yl)ethyl)benzo[d]oxazol-2-yl)methyl)carbamate FC1(CCC(CC1)[C@@H](C=1OC2=C(N1)C=C(C=C2)[C@@H](COC)N2C(N[C@@H](C2)C(F)(F)F)=O)NC(OC(C)(C)C)=O)F